C(C1=CC=CC=C1)N1[C@@H](CCC1)C1=C(C=CC=C1)Br (S)-1-benzyl-2-(2-bromophenyl)pyrrolidine